C(#N)C1=NC=CC2=C(C=CC=C12)[C@@H](C=1N=NN(C1)C1(CC1)C(F)(F)F)NC=1C=C2C(=C(C=NC2=C(C1)C#N)C#N)NCC(C)(C)C (S)-6-(((1-cyanoisoquinolin-5-yl)(1-(1-(trifluoromethyl)cyclopropyl)-1H-1,2,3-triazol-4-yl)methyl)amino)-4-(neopentylamino)quinoline-3,8-dicarbonitrile